C1(=CC=CC2=CC=CC=C12)C1C2C3C4C=CC(C3C(C1)C2)C4 8-(α-naphthyl)-tetracyclo[4.4.0.12,5.17,10]-3-dodecene